C(C1=CC=CC=C1)OC(=O)N1C(C=CC1)C1=C(C=C(C=C1)F)OCOC (4-fluoro-2-(methoxymethyloxy)phenyl)-2,5-dihydro-1H-pyrrole-1-carboxylic acid benzyl ester